FC1=CC=C(CC=2C=CC(=NC2)NC(=O)C2=CN(C(C=C2)=O)C)C=C1 N-(5-(4-fluorobenzyl)pyridin-2-yl)-1-methyl-6-oxo-1,6-dihydropyridine-3-carboxamide